C(#N)CC1CN(CCN1)C=1C2=C(N=C(N1)SC)CN(CC2)C(=O)OC(C)(C)C tert-butyl 4-[3-(cyanomethyl)piperazin-1-yl]-2-methylsulfanyl-6,8-dihydro-5H-pyrido[3,4-d]pyrimidine-7-carboxylate